2-[4-(1,3-benzothiazol-2-yloxy)-3-methoxyphenyl]-1,1,1-trifluoropropan-2-ol S1C(=NC2=C1C=CC=C2)OC2=C(C=C(C=C2)C(C(F)(F)F)(C)O)OC